COC(=O)C1CCC(CC1)CO (1R,4R)-4-hydroxymethylcyclohexane-1-carboxylic acid methyl ester